bisphenol A terephthalate C(C1=CC=C(C(=O)O)C=C1)(=O)O.OC1=CC=C(C=C1)C(C)(C)C1=CC=C(C=C1)O